N-(benzo[d]oxazol-6-ylmethyl)-1-(5-(5-chloro-2-methoxypyridin-4-yl)-1H-pyrazole-3-carbonyl)piperidine-4-carboxamide O1C=NC2=C1C=C(C=C2)CNC(=O)C2CCN(CC2)C(=O)C2=NNC(=C2)C2=CC(=NC=C2Cl)OC